3-(2-chloro-5-(methylsulfonyl)phenyl)-1,4-oxazepan ClC1=C(C=C(C=C1)S(=O)(=O)C)C1COCCCN1